2-((4-cyclopropyl-1H-1,2,3-triazol-1-yl)-3-methylbutanoyl)-4-hydroxy-N-(4-(4-methylthiazol-5-yl)-2-(piperidin-4-yloxy)benzyl)pyrrolidine-2-carboxamide C1(CC1)C=1N=NN(C1)C(C(=O)C1(NCC(C1)O)C(=O)NCC1=C(C=C(C=C1)C1=C(N=CS1)C)OC1CCNCC1)C(C)C